(S)-2-((4-(6-((2-(2,2-difluoroethyl)-2H-indazol-6-yl)methoxy)pyridin-2-yl)piperidine-1-yl)methyl)-1-(oxetan-2-ylmethyl)-1H-benzo[d]imidazole-6-carboxylic acid FC(CN1N=C2C=C(C=CC2=C1)COC1=CC=CC(=N1)C1CCN(CC1)CC1=NC2=C(N1C[C@H]1OCC1)C=C(C=C2)C(=O)O)F